aluminum hafnium silicon oxide [Si]=O.[Hf].[Al]